C(C)(C)(C)OC(=O)N1CC(=CCC1)C=1NC2=C(C=C(C=C2C1)C(=O)O)Cl 2-(1-(tert-butoxycarbonyl)-1,2,5,6-tetrahydropyridin-3-yl)-7-chloro-1H-indole-5-carboxylic acid